oleoyl-oleamide C(CCCCCCC\C=C/CCCCCCCC)(=O)C(C(=O)N)CCCCCC\C=C/CCCCCCCC